2-(cis-3-{5-[(1S)-1-amino-2,2,2-trifluoroethyl]pyridin-2-yl}cyclobutyl)-7-methoxy[1,2,4]triazolo[1,5-c]quinazolin-5-amine N[C@H](C(F)(F)F)C=1C=CC(=NC1)[C@H]1C[C@H](C1)C1=NN2C(=NC=3C(=CC=CC3C2=N1)OC)N